N-(4-(1-isopropyl-1H-pyrazol-4-yl)-5-methylpyridin-2-yl)-1-((4-(trifluoromethyl)phenyl)sulfonyl)indol-5-amine C(C)(C)N1N=CC(=C1)C1=CC(=NC=C1C)NC=1C=C2C=CN(C2=CC1)S(=O)(=O)C1=CC=C(C=C1)C(F)(F)F